(R)-N5-(4-(2-(3-fluoropyrrolidin-1-yl)ethoxy)phenethyl)-2-(furan-2-yl)-[1,2,4]triazolo[1,5-a][1,3,5]triazine-5,7-diamine F[C@H]1CN(CC1)CCOC1=CC=C(CCNC2=NC=3N(C(=N2)N)N=C(N3)C=3OC=CC3)C=C1